Benzyl (1-(6-methoxypyridazin-3-yl)-2-oxo-1,2-dihydropyridin-3-yl)carbamate COC1=CC=C(N=N1)N1C(C(=CC=C1)NC(OCC1=CC=CC=C1)=O)=O